(R)-[(2S,6R)-6-propyl-2-piperidyl](m-chlorophenyl)methanol C(CC)[C@@H]1CCC[C@H](N1)[C@H](O)C1=CC(=CC=C1)Cl